NC1=C2C=C(N(C2=CC=C1)CC(F)(F)F)C#CCNC1=C(C=C(C(=O)NC)C=C1)OC 4-((3-(4-amino-1-(2,2,2-trifluoroethyl)-1H-indol-2-yl)prop-2-yn-1-yl)amino)-3-methoxy-N-methylbenzamide